(3R,5R,8R,9R,10S,13S,14S,17S)-17-(3-allyloxetan-3-yl)-cyclopenta[a]phenanthren-3-ol C(C=C)C1(COC1)C1=CCC=2C3=CC=C4C=C(C=CC4=C3C=CC12)O